cadmium-tin-silver [Ag].[Sn].[Cd]